(4'-fluoro-[1,1'-biphenyl]-3-yl)(4-methylpiperidin-1-yl)methanone FC1=CC=C(C=C1)C1=CC(=CC=C1)C(=O)N1CCC(CC1)C